COC1=CC=C(C(C2=CC=C(C=C2)OC)(C2=CC=CC=C2)C([C@@H]2[C@H](C[C@@H](O2)N2C=NC=3C(=O)NC(NC(C(C)C)=O)=NC23)O)O)C=C1 5'-(4,4'-dimethoxytrityl)-N2-isobutyryl-2'-deoxyguanosine